BrC1=CC(=C(O[C@H](C(=O)O)C)C=C1)C(F)(F)C1CC1 (S)-2-[4-bromo-2-(cyclopropyldifluoromethyl)phenoxy]propionic acid